4-[2-(2-cyanocyclopropyl)-2-methyl-propanoyl]-3,5-dihydro-2H-pyrido[3,4-f][1,4]oxazepine-9-carbonitrile C(#N)C1C(C1)C(C(=O)N1CCOC2=C(C1)C=NC=C2C#N)(C)C